(RS)-Isoquinoline-1-carboxylic acid (4-pyrrolidin-3-yl-phenyl)-amide N1C[C@H](CC1)C1=CC=C(C=C1)NC(=O)C1=NC=CC2=CC=CC=C12 |r|